6-((4-fluorophenyl)amino)nicotinonitrile FC1=CC=C(C=C1)NC1=NC=C(C#N)C=C1